COC(=O)C1=NC=NC(=C1)NC1=CC=CC=C1 6-(phenylamino)pyrimidine-4-carboxylic acid methyl ester